methyl 7-bromo-5-iodo-2,3-dihydrofuro[2,3-c]pyridine-3-carboxylate BrC=1N=C(C=C2C1OCC2C(=O)OC)I